C(C)(C)(C)C1=C(C(=C(CN2C(N(C(N(C2=O)CC2=C(C(=C(C=C2C)C(C)(C)C)O)C)=O)CC2=C(C(=C(C=C2C)C(C)(C)C)O)C)=O)C(=C1)C)C)O 1,3,5-tri(4-tert-butyl-3-hydroxy-2,6-dimethylbenzyl)-1,3,5-triazine-2,4,6(1H,3H,5H)-trione